bis(4-tertiary butyl-phenyl)iodonium hexafluorophosphate F[P-](F)(F)(F)(F)F.C(C)(C)(C)C1=CC=C(C=C1)[I+]C1=CC=C(C=C1)C(C)(C)C